(R)-1-(((6-(2-chloro-3-(3-chloro-2-(3-((((R)-2-hydroxypropyl)amino)methyl)-5-methoxyphenyl)pyridin-4-yl)phenyl)-2-methoxypyridin-3-yl)methyl)amino)propan-2-ol ClC1=C(C=CC=C1C1=C(C(=NC=C1)C1=CC(=CC(=C1)OC)CNC[C@@H](C)O)Cl)C1=CC=C(C(=N1)OC)CNC[C@@H](C)O